ClC=1C=C(C=C(C1)Cl)C(CC(=O)O)NC(=O)C=1C=NN(C1CO)CCC1=NC=2NCCCC2C=C1 3-(3,5-dichlorophenyl)-3-(5-(hydroxymethyl)-1-(2-(5,6,7,8-tetrahydro-1,8-naphthyridin-2-yl)ethyl)-1H-pyrazole-4-carboxamido)propionic acid